(3s,4r)-3-amino-4-(2,6-difluoro-4-methoxyphenyl)-1-(4-morpholino-3-(trifluoromethyl)pyridin-2-yl)pyrrolidin-2-one N[C@@H]1C(N(C[C@H]1C1=C(C=C(C=C1F)OC)F)C1=NC=CC(=C1C(F)(F)F)N1CCOCC1)=O